4-((6-(trifluoromethyl)pyridin-3-yl)oxy)piperidine-1-carboxylic acid tert-butyl ester C(C)(C)(C)OC(=O)N1CCC(CC1)OC=1C=NC(=CC1)C(F)(F)F